[Br-].[Zn+2].C1(=CC=CC=C1)C(F)(F)F.[Br-] benzotrifluoride zinc bromide